(S)-6-chloro-N-(4-(2,5-difluorophenyl)-2-(3-fluoropyrrolidin-1-yl)-pyridin-3-yl)pyridazine-3-carboxamide ClC1=CC=C(N=N1)C(=O)NC=1C(=NC=CC1C1=C(C=CC(=C1)F)F)N1C[C@H](CC1)F